2-(4-(5-(trifluoromethyl)-1,2,4-oxadiazol-3-yl)phenyl)acetic acid FC(C1=NC(=NO1)C1=CC=C(C=C1)CC(=O)O)(F)F